C(C=C)(=O)N1C(CN(CC1)C1=NC(=NC=2CC(CCC12)N1CCC2=CC=CC(=C12)F)OCC1N(CCC1)C)CC#N 2-(1-acryloyl-4-(7-(7-fluoroindolin-1-yl)-2-((1-methylpyrrolidin-2-yl)methoxy)-5,6,7,8-tetrahydroquinazolin-4-yl)piperazin-2-yl)acetonitrile